The molecule is a triterpene glycoside that consists of cimigenol attached to a beta-D-glucopyranosyl-(1->3)-beta-D-xylopyranosyl moiety at position 3 via a beta-glycosidic linkage (the 23R,24S stereoisomer). It is isolated from the aerial parts of Cimicifuga foetida and exhibits significant immunosuppressive effect. It has a role as an immunosuppressive agent and a plant metabolite. It is a triterpenoid saponin, a disaccharide derivative, a diol, a bridged compound, an oxacycle, a tertiary alcohol and a secondary alcohol. It derives from a cimigenol. It derives from a hydride of a cycloartane. C[C@@H]1C[C@@H]2[C@H](O[C@]3([C@H]1[C@]4(CC[C@@]56C[C@@]57CC[C@@H](C([C@@H]7CC[C@H]6[C@@]4([C@H]3O)C)(C)C)O[C@H]8[C@@H]([C@H]([C@@H](CO8)O)O[C@H]9[C@@H]([C@H]([C@@H]([C@H](O9)CO)O)O)O)O)C)O2)C(C)(C)O